3-bromo-6,8-dichloroimidazo[1,2-b]pyridazine BrC1=CN=C2N1N=C(C=C2Cl)Cl